Cl.FC1=CC(=CC=2N=C(OC21)NC2=NC1=CC=C(C=C1C=C2)C#N)C2CCNCC2 2-((7-fluoro-5-(piperidin-4-yl)benzo[d]oxazol-2-yl)amino)quinoline-6-carbonitrile hydrochloride